BrC=1C(=NC(=C(C1)N(C)C)C)NC1=C(C(=CC=C1C)OC)C 3-Bromo-N2-(3-methoxy-2,6-dimethylphenyl)-N5,N5,6-trimethylpyridine-2,5-diamine